CC=1C=C(\C=N\N2C3=NC(=NC(=C3N=C2)NC2=CC=NC=C2)N2CCOCC2)C=CC1 (E)-9-((3-methylbenzylidene)amino)-2-morpholino-N-(pyridin-4-yl)-9H-purin-6-amine